The molecule is a sulfonamide resulting from the formal condensation of the sulfonic acid group of 5-ethoxy-7-fluoro[1,2,4]triazolo[1,5-c]pyrimidine-2-sulfonic acid with the amino group of 2-amino-3-chlorobenzoic acid. The methyl ester of cloransulam, generally known as cloransulam-methyl, is used as a herbicide for the control of post-emergence control of broad-leaved weeds in soybeans. It has a role as a herbicide. It is a monocarboxylic acid, a sulfonamide, an aromatic ether, an organofluorine compound, a member of monochlorobenzenes and a member of triazolopyrimidines. CCOC1=NC(=CC2=NC(=NN21)S(=O)(=O)NC3=C(C=CC=C3Cl)C(=O)O)F